R-nicotine di-p-toluoyl-tartrate C1(=CC=C(C=C1)C(=O)C(C(C(=O)O)(O)C(=O)C1=CC=C(C=C1)C)(O)C(=O)O)C.N1=CC=CC(=C1)[C@@H]1N(C)CCC1